C1(=C(C=CC=C1)CCC1=C(C=CC=C1)C)C 1,2-di-o-tolylethane